FC1=CC(=C(C=C1)C=1C=CC=C2C=NC(=NC12)NC1=CC(=C(C=C1)NC(=O)C1=CC=C(C(=O)OCC)C=C1)C)OC(C)C ethyl 4-[[4-[[8-(4-fluoro-2-isopropoxy-phenyl)quinazolin-2-yl]amino]-2-methyl-phenyl]carbamoyl]benzoate